1-[(2R,6R)-6-[[bis(4-methoxyphenyl)-phenyl-methoxy]methyl]-6-(hydroxymethyl)-1,4-dioxan-2-yl]pyrimidine-2,4-dione COC1=CC=C(C=C1)C(OC[C@]1(COC[C@@H](O1)N1C(NC(C=C1)=O)=O)CO)(C1=CC=CC=C1)C1=CC=C(C=C1)OC